(4-(Cyclohexyloxy)benzoyl)glycine C1(CCCCC1)OC1=CC=C(C(=O)NCC(=O)O)C=C1